1,2-dichlorohexafluoro-cyclobutane ClC1(C(C(C1(F)F)(F)F)(Cl)F)F